Bocphenylglycinol mesylate S(C)(=O)(=O)OCC(NC(=O)OC(C)(C)C)C1=CC=CC=C1